ClC=1C=C(C(=C(C1)S(=O)C1=C(C(=CC(=C1)Cl)O)O)O)O bis(5-chloro-2,3-dihydroxyphenyl) sulfoxide